ClC=1C=C(C=CC1Cl)[C@H](C)NC(=O)C1NCCCC1 N-((1S)-1-(3,4-dichlorophenyl)ethyl)-2-piperidinecarboxamide